ClC1=C(C=CC=C1)[C@@H](C)O (R)-1-(2'-chlorophenyl)ethanol